(R)-2-amino-4-oxo-5-(4-(trifluoromethyl)phenyl-2,3,5,6-d4)-4,5-dihydrofuran-3-yl-5-d (phenyl-d5)methanesulfonate C1(=C(C(=C(C(=C1[2H])[2H])[2H])[2H])[2H])CS(=O)(=O)OC1=C(O[C@](C1=O)([2H])C1=C(C(=C(C(=C1[2H])[2H])C(F)(F)F)[2H])[2H])N